5-[4-bromo-3-(methoxymethoxy)phenyl]-2-methyl-2H-indazole BrC1=C(C=C(C=C1)C1=CC2=CN(N=C2C=C1)C)OCOC